methyl 1-(4-(1-(3-chloro-4-cyclopropylphenyl)azetidin-3-yl)-benzyl)piperidine-4-carboxylate ClC=1C=C(C=CC1C1CC1)N1CC(C1)C1=CC=C(CN2CCC(CC2)C(=O)OC)C=C1